(S)-1,2-dimethyl-N-(1-(3-(trifluoromethyl)phenyl)ethyl)-1H-indole-6-carboxamide CN1C(=CC2=CC=C(C=C12)C(=O)N[C@@H](C)C1=CC(=CC=C1)C(F)(F)F)C